C(C1=CC=CC=C1)NC(=O)C=1N(C(N2C1CN(CC2)C(C2=CC(=C(C=C2)Br)Cl)=O)=O)C2=CC=C(C=C2)N2C[C@H](OCC2)C(F)(F)F |r| N-benzyl-7-(4-bromo-3-chloro-benzoyl)-3-oxo-2-[4-[rac-(2S)-2-(trifluoromethyl)morpholin-4-yl]phenyl]-6,8-dihydro-5H-imidazo[1,5-a]pyrazine-1-carboxamide